Acetyl-7a-Methyl-4-[(Triethylsilyl)Oxy]Octahydro-1H-Indene C(C)(=O)C1CCC2C(CCCC12C)O[Si](CC)(CC)CC